C(C=C)(=O)OCCCCCCNC1=CC=C(C2=NON=C21)[N+](=O)[O-] 4-(6-acryloyloxyhexylamino)-7-nitro-2,1,3-benzooxadiazole